trans-7-methyl-6-hexadecenoic acid CC(=CCCCCC(=O)O)CCCCCCCCC